6-(4-((3'-carboxy-4'-fluoro-[1,1'-biphenyl]-4-yl)methyl)-2,5-dimethylthiophene-3-carboxamido)spiro[3.3]heptane-2-carboxylic acid C(=O)(O)C=1C=C(C=CC1F)C1=CC=C(C=C1)CC=1C(=C(SC1C)C)C(=O)NC1CC2(CC(C2)C(=O)O)C1